(S)-1'-(4-(4-(dimethoxymethyl)piperidin-1-yl)phenyl)-3',4'-dihydro-1'H-spiro[cyclobutane-1,2'-naphthalene] COC(C1CCN(CC1)C1=CC=C(C=C1)[C@@H]1C2(CCC3=CC=CC=C13)CCC2)OC